COC=1C=C(C=CC1NCC#CC1=C(C2=C(S1)C(=CC=C2)NC2C(CN(CC2)C)C(F)(F)F)CC(F)(F)F)P(C)(C)=O (3-methoxy-4-((3-(7-((1-methyl-3-(trifluoromethyl)piperidin-4-yl)amino)-3-(2,2,2-trifluoroethyl)benzo[b]thiophen-2-yl)prop-2-yn-1-yl)amino)phenyl)dimethylphosphine oxide